C(#N)[B-](C#N)(C#N)C#N.C(CCC)[N+]1(CCCC1)C 1-butyl-1-methylpyrrolidinium tetracyanoborate